N-(2-(4-((4-(2-(cyclopropanecarbonyl)-5-fluoro-1H-indol-3-yl)-1H-1,2,3-triazol-1-yl)methyl)piperidin-1-yl)ethyl)-4-(2,6-difluorophenyl)piperidine-1-sulfonamide C1(CC1)C(=O)C=1NC2=CC=C(C=C2C1C=1N=NN(C1)CC1CCN(CC1)CCNS(=O)(=O)N1CCC(CC1)C1=C(C=CC=C1F)F)F